FC(C(C(C(CC(C(CC(C(C(C(F)(F)F)(F)F)(F)F)(F)F)O)O)(F)F)(F)F)(F)F)(F)F 1,1,1,2,2,3,3,4,4,9,9,10,10,11,11,12,12,12-Octadecafluoro-6,7-dodecanediol